C(#N)C1=CC(=C(COC2=CC=CC(=N2)N2C[C@@H](N(CC2)[C@@H](C)C2=NC3=C(N2C[C@H]2OCC2)C=C(C=C3)C(=O)[O-])C)C=C1)F 2-((S)-1-((S)-4-(6-((4-cyano-2-fluorobenzyl)oxy)pyridin-2-yl)-2-methylpiperazine-1-yl)ethyl)-1-(((S)-oxetan-2-yl)methyl)-1H-benzo[d]imidazole-6-carboxylate